Gold(III) Phosphine P.[Au+3]